FC1=C(C(=C(C(=C1)F)NC(C)=O)[N+](=O)[O-])C N-(4,6-difluoro-3-methyl-2-nitrophenyl)acetamide